C(P(Cl)Cl)P(Cl)Cl methylenebis(dichlorophosphine)